CC1=C(C=C(C(=O)N)C=C1)NCC=1C=NC(=CC1)N1N=NC=C1 4-methyl-3-({[6-(1H-1,2,3-triazol-1-yl)pyridin-3-yl]methyl}amino)benzamide